2-(4-methoxybutyl)cyclopent-1,3-diene COCCCCC1=CCC=C1